C1(=CC=CC=C1)C1CNC(=C1N=NC1=CC=C(C=C1)C#N)C1=CC=CC=C1 3-phenyl-4-(p-cyanophenyl-diazenyl)-5-phenyl-2,3-dihydropyrrole